C(C)N(CCN1CCNCC1)CC N,N-Diethyl-2-(1-piperazinyl)ethanamin